FC(C1=CC=C(C=C1)NC=1C(=NC=CN1)OCCO)(F)F 2-[(3-{[4-(trifluoromethyl)phenyl]amino}pyrazin-2-yl)oxy]ethanol